oxygen selenium cyclopentane C1CCCC1.[Se].[O]